N,N-diethyl-trimethoxysilylamine C(C)N(CC)[Si](OC)(OC)OC